FC(OC1=NC(=CC=C1NC(=O)C1(CN(C1)CCCC(C(=O)O)(C)C)C1=C(C=CC=C1)C(C)C)C)F 5-(3-((2-(difluoromethoxy)-6-methylpyridin-3-yl)carbamoyl)-3-(2-isopropylphenyl)azetidin-1-yl)-2,2-dimethylpentanoic acid